3-((2S)-3-(8-(2,4-dichlorophenylsulfonyl)-1-oxa-8-azaspiro[4.5]dec-3-ylamino)-2-hydroxypropoxy)-N-methylbenzenesulfonamide ClC1=C(C=CC(=C1)Cl)S(=O)(=O)N1CCC2(CC(CO2)NC[C@@H](COC=2C=C(C=CC2)S(=O)(=O)NC)O)CC1